N1C=NC2=C1C=CC(=C2)N2C(OCC2C2=CC=C(C=C2)C2CCC(CC2)O)=O 3-(1H-benzo[d]imidazol-5-yl)-4-(4-(4-hydroxycyclohexyl)phenyl)oxazolidin-2-one